Tricyclo[4.3.0.12,5]deca-3,7-diene C12C3C=CC(C2C=CC1)C3